iron tris(methyl propionylacetate) CC(C(=O)[O-])C(CC)=O.CC(C(=O)[O-])C(CC)=O.CC(C(=O)[O-])C(CC)=O.[Fe+3]